tert-butyl rac-(1-(4-aminopyridin-2-yl)-2-methoxy-2-methylpropyl)(methyl)carbamate NC1=CC(=NC=C1)[C@H](C(C)(C)OC)N(C(OC(C)(C)C)=O)C |r|